2-hydroxy-2-methyl[4-(1-methylvinyl)phenyl]propane-1-On OC(C(=O)C1=CC=C(C=C1)C(=C)C)(C)C